C(CSSCCS(=O)(=O)[O-])S(=O)(=O)[O-].[Na+].[Na+] disodium 2,2'-dithio-bis-ethanesulfonate